OC1=C(C=C(C=C1)CNC(CCCCCCCCCCCCCCC)=O)OC N-[(4-hydroxy-3-methoxyphenyl)methyl]hexadecanamide